COC(CC[C@@H](C)[C@H]1CC[C@H]2[C@@H]3C(/C(/[C@@H]4C[C@@H](CC[C@]4(C)[C@H]3CC[C@]12C)O)=C/C)=O)=O E-3α-hydroxy-6-ethylidene-7-keto-5β-cholan-24-oic acid methyl ester